OC([C@@H](C)N1C(N(C2=C1C=C(C=C2)C(=O)NC2(CCS(CC2)(=O)=O)C)C2=CC(=CC=C2)OC(C(F)F)(F)F)=O)(C)C (R)-3-(3-hydroxy-3-methylbutan-2-yl)-N-(4-methyl-1,1-dioxidotetrahydro-2H-thiopyran-4-yl)-2-oxo-1-(3-(1,1,2,2-tetrafluoroethoxy)phenyl)-2,3-dihydro-1H-benzo[d]imidazole-5-carboxamide